1,2-dichloropropanol ClC(C(C)Cl)O